C[Si]12OCCN(CCO1)CCO2 1-methyl-2,8,9-trioxa-5-aza-1-silabicyclo[3.3.3]undecane